N[C@@H]1CN(CC[C@H]1F)C1=NC2=C(N1CC1=CC=C(C=N1)C#N)C=C(C(=C2)Cl)C 6-((2-((3R,4R)-3-amino-4-fluoro-1-piperidinyl)-5-chloro-6-methyl-1H-benzimidazol-1-yl)methyl)-3-pyridinecarbonitrile